CC(COCC(C)O)O 4-oxa-2,6-heptanediol